F[C@@H](C(=O)N1CC=2N(CC1)C(=NN2)[C@@H]2C[C@@H](CCC2)NC2=NC=C(C(=N2)OC2COC2)C(F)(F)F)C (2R)-2-fluoro-1-[3-[(1S,3R)-3-[[4-(oxetan-3-yloxy)-5-(trifluoromethyl)pyrimidin-2-yl]amino]cyclohexyl]-6,8-dihydro-5H-[1,2,4]triazolo[4,3-a]pyrazin-7-yl]propan-1-one